OC1=C(CNC(CNCC2=C(C=CC=C2)O)CC2=CC=C(C=C2)NC(CBr)=O)C=CC=C1 N,N'-Bis(2-hydroxybenzyl)-1-(4-bromoacetamidobenzyl)-1,2-ethylenediamine